methyl 3-chloro-5-iodo-4-(methoxy-d3)benzoate ClC=1C=C(C(=O)OC)C=C(C1OC([2H])([2H])[2H])I